C(C=C)OCCCCC1=CC=C(C=C1)CC=1C=C(C=CC1C)[C@H]1[C@@H]([C@H]([C@@H]([C@H](O1)C=O)OCC1=CC=CC=C1)OCC1=CC=CC=C1)OCC1=CC=CC=C1 (2S,3S,4R,5S,6S)-6-[3-[[4-(4-allyloxybutyl)phenyl]methyl]-4-methyl-phenyl]-3,4,5-tribenzyloxy-tetrahydropyran-2-carbaldehyde